BrC1=CC(=C2C(=NC(=NC2=C1F)S(=O)(=O)CC)N1C[C@H]2CC[C@@H](C1)N2C(=O)OC(C)(C)C)C tert-butyl (1R,5S)-3-(7-bromo-2-(ethylsulfonyl)-8-fluoro-5-methylquinazolin-4-yl)-3,8-diazabicyclo[3.2.1]octane-8-carboxylate